FC1=C(CNC=2C=C3N(C(N2)=O)C[C@@H]2N3CCC2)C=CC=C1F (R)-3-((2,3-difluorobenzyl)amino)-7,8,8a,9-tetrahydropyrrolo[1',2':3,4]imidazo[1,2-c]pyrimidin-1(6H)-one